C(C)(C)(C)OC(N[C@H]1C/C=C/CC(NC=2C=C(C=CC2C=2C=CN=C1C2)C#N)=O)=O ((E)-(S)-5-Cyano-9-oxo-8,16-diaza-tricyclo[13.3.1.02,7]nonadeca-1(19),2(7),3,5,11,15,17-heptaen-14-yl)-carbamic acid tert-butyl ester